NC1=NC(=NC(=C1NC(OC)=O)N)C1=NN(C2=NC=CC=C21)CC2=C(C=CC=C2)F methyl 4,6-diamino-2-[1-(2-fluorobenzyl)-1H-pyrazolo[3,4-b]pyridin-3-yl]-5-pyrimidinylcarbamate